C(C)(C)N1C(N(C=2C1=C1C(=NC2)NC(=C1C#CC1=CC=CC=C1)C=1C=NN(C1)C)C)=O 1-Isopropyl-3-methyl-7-(1-methyl-1H-pyrazol-4-yl)-8-(phenylethynyl)-3,6-dihydroimidazo[4,5-d]pyrrolo[2,3-b]pyridin-2(1H)-on